yttrium-barium phosphate P(=O)([O-])([O-])[O-].[Ba+2].[Y+3]